(1R,2R)-1-CYCLOPROPYL-2-METHYL-4-PENTENE-1-SULFONAMIDE C1(CC1)[C@@H]([C@@H](CC=C)C)S(=O)(=O)N